CC(=CC(=O)OCCC(CCC=C(C)C)C)C 3,7-dimethyloct-6-enyl 3-methylbut-2-enoate